N-(2-chloro-4,5-difluoro-3-iodophenyl)-3-fluoro-N-((2-(trimethylsilyl)ethoxy)methyl)propane-1-sulfonamide ammonium hydrate boron phosphorus [P+3].[B+3].O.[NH4+].ClC1=C(C=C(C(=C1I)F)F)N(S(=O)(=O)CCCF)COCC[Si](C)(C)C